3-Chloro-5-[(7R)-2,7-dimethyl-6-[1-(2-oxo-1H-pyridin-3-yl)-1,2,4-triazole-3-carbonyl]-5,7-dihydro-4H-pyrazolo[3,4-c]pyridin-3-yl]benzenesulfonamide ClC=1C=C(C=C(C1)C=1N(N=C2[C@H](N(CCC21)C(=O)C2=NN(C=N2)C=2C(NC=CC2)=O)C)C)S(=O)(=O)N